ClC=1C=C(C(=C(C1)C1=C2C(=NN1C)C=C(S2)CN2C(C1C(C1C2=O)(C)C)=O)OCC2(CNC2)C)C 3-((3-(5-Chloro-3-methyl-2-((3-methylazetidin-3-yl)methoxy)phenyl)-2-methyl-2H-thieno[3,2-c]pyrazol-5-yl)methyl)-6,6-dimethyl-3-azabicyclo[3.1.0]hexane-2,4-dione